FC1=C(C=C(C=C1)N1CCC1)N1N=C2N=CC(=CC2=C1)C(C)CCC N-{4-fluoro-3-[5-(pentan-2-yl)-2H-pyrazolo[3,4-b]pyridin-2-yl]phenyl}azetidine